N-(methyl-d3)-4-((2-methyl-5-(methyl-d3)-4,5-dihydro-2H-[1,2,3]triazolo[4,5-c]quinolin-6-yl)amino)pyridazine-3-carboxamide C(NC(=O)C=1N=NC=CC1NC1=CC=CC=2C=3C(CN(C12)C([2H])([2H])[2H])=NN(N3)C)([2H])([2H])[2H]